5-(cis-3-hexenyl)dihydro-5-methyl-2(3H)furanone C(C\C=C/CC)C1(CCC(O1)=O)C